BrC1=CC=CC2=NN(N=C21)C 4-bromo-2-methyl-2H-benzo[d][1,2,3]triazole